methyl 1-(2-(4-(((3-hydroxypropyl)(methyl)amino)methyl)phenoxy)ethyl)-1H-indole-6-carboxylate OCCCN(C)CC1=CC=C(OCCN2C=CC3=CC=C(C=C23)C(=O)OC)C=C1